2-(2-nitro-4-trifluoromethyl-benzoyl)cyclohexane-1,3-dione [N+](=O)([O-])C1=C(C(=O)C2C(CCCC2=O)=O)C=CC(=C1)C(F)(F)F